ClC1=CC(=C2CN(CC2=C1)CC1=CC(=NC(=C1)C)C)[C@H]1N(CCC1)C(=O)[O-] (S)-2-(6-chloro-2-(2,6-dimethylisonicotinyl)isoindolin-4-yl)pyrrolidine-1-carboxylate